(3S)-3-{4,5-difluoro-2',6'-dimethyl-[1,1'-biphenyl]-3-yl}-3-{[(1R,2S,5S)-6,6-dimethyl-3-(5-methylpyrazine-2-carbonyl)-3-azabicyclo[3.1.0]hexan-2-yl]formamido}propanoic acid FC1=C(C=C(C=C1F)C1=C(C=CC=C1C)C)[C@H](CC(=O)O)NC(=O)[C@@H]1[C@H]2C([C@H]2CN1C(=O)C1=NC=C(N=C1)C)(C)C